fluoro-4-(((trans-2-(4-fluorophenyl)cyclopropyl)amino)methyl)piperidine-1-carboxylic acid benzyl ester C(C1=CC=CC=C1)OC(=O)N1C(CC(CC1)CN[C@H]1[C@@H](C1)C1=CC=C(C=C1)F)F